2-(methylsulfonyl)-4-nitro-1-phenoxybenzene CS(=O)(=O)C1=C(C=CC(=C1)[N+](=O)[O-])OC1=CC=CC=C1